ClC=1C(=NON1)C(=O)NC1=CC=CC=C1 4-Chloro-N-phenyl-1,2,5-oxadiazole-3-carboxamide